N-[2-([1-[2-(2,6-dioxopiperidin-3-yl)-1,3-dioxoisoindol-5-yl]azetidin-3-yl]oxy)ethyl]benzamide O=C1NC(CCC1N1C(C2=CC=C(C=C2C1=O)N1CC(C1)OCCNC(C1=CC=CC=C1)=O)=O)=O